NC=1N=CN(C(C1C(=O)OC)=O)C1=C(C=CC=C1)OC methyl 4-amino-1-(2-methoxyphenyl)-6-oxo-1,6-dihydropyrimidine-5-carboxylate